methylene(oxo)molybdenum (V) chloride C=[Mo](=O)Cl